N-[2-chloro-4-(trifluoromethyl)pyrimidin-5-yl]carbamic acid tert-butyl ester C(C)(C)(C)OC(NC=1C(=NC(=NC1)Cl)C(F)(F)F)=O